ClC=1C=C2C(=NC1)CN(C2)C2CCC1=C(NC(=N1)C1=C(C=CC=C1)Cl)C2 6-(3-chloro-5,7-dihydro-6H-pyrrolo[3,4-b]pyridin-6-yl)-2-(2-chlorophenyl)-4,5,6,7-tetrahydro-1H-benzo[d]imidazole